N1C=NC2=C1C=CC=C2N2CCC(CC2)(O)C 1-(1H-benzoimidazol-4-yl)-4-methyl-piperidin-4-ol